6-({4-[(2S)-2-[(8-{3-[(dimethylamino)methyl]phenyl}quinazolin-4-yl)amino]propyl]piperazin-1-yl}sulfonyl)-2,3-dihydro-1,3-benzothiazol-2-one CN(C)CC=1C=C(C=CC1)C=1C=CC=C2C(=NC=NC12)N[C@H](CN1CCN(CC1)S(=O)(=O)C1=CC2=C(NC(S2)=O)C=C1)C